C(ONC(OC(C)(C)C)=O)([2H])([2H])[2H] tert-Butyl (methoxy-d3)carbamate